Methyl (E)-3-Fluoro-4-(2-(4,4,5,5-tetramethyl-1,3,2-dioxaborolan-2-yl)vinyl)benzoate FC=1C=C(C(=O)OC)C=CC1\C=C\B1OC(C(O1)(C)C)(C)C